C(C1=CC=CC=C1)N1[C@H](CC(C[C@H]1C=1N=NN(C1)C)C(=O)NC1=C(C=CC(=C1)Cl)Br)C (2S,6S)-1-benzyl-N-(2-bromo-5-chloro-phenyl)-2-methyl-6-(1-methyltriazol-4-yl)piperidine-4-carboxamide